3-methyl-1,10-phenanthroline CC=1C=NC2=C3N=CC=CC3=CC=C2C1